3-cyclopropyl-N6-ethyl-N8-(2-pyridylmethyl)-[1,2,4]triazolo[4,3-b]pyridazine-6,8-diamine C1(CC1)C1=NN=C2N1N=C(C=C2NCC2=NC=CC=C2)NCC